4-Amino-5-bromo-N-ethyl-nicotinamide NC1=C(C=NC=C1C(=O)NCC)Br